2-[bis(2-aminoethyl)amino]ethyl N-[4-[[2-[4-[4-[(4R)-4-amino-2-oxo-pyrrolidin-1-yl]phenyl]sulfonylpiperazin-1-yl]-6-chloro-4-pyridyl]-difluoro-methyl]cyclohexyl]carbamate N[C@@H]1CC(N(C1)C1=CC=C(C=C1)S(=O)(=O)N1CCN(CC1)C1=NC(=CC(=C1)C(C1CCC(CC1)NC(OCCN(CCN)CCN)=O)(F)F)Cl)=O